O[C@@H](COC1=CC=C(C(=O)O)C=C1)CN1N=NN=C1 (R)-4-(2-hydroxy-3-(1H-tetrazol-1-yl)propoxy)benzoic acid